C1=C(C=CC2=CC=CC=C12)C(=O)N[C@@H](C(=O)N1[C@@H](C[C@@H](C1)N1N=C(C=CC1=O)Cl)C(=O)NC1(CCOCC1)C(C(=O)N)=O)CC1CCCCC1 (2S,4S)-1-((R)-2-(2-naphthoylamino)-3-cyclohexylpropionyl)-N-(4-(2-amino-2-oxoacetyl)tetrahydro-2H-pyran-4-yl)-4-(3-chloro-6-oxopyridazin-1(6H)-yl)pyrrolidine-2-carboxamide